C(C)O[Si](C1=CC=CC2=CC=CC=C12)(OCC)OCC Triethoxy(1-naphthalenyl)silane